7-((3R,5S)-1-propenoyl-5-methylpyrrolidin-3-yl)-4-amino-N-(2-(2-fluorophenyl)propan-2-yl)-6-(3-methylbut-1-yn-1-yl)-7H-pyrrolo[2,3-d]pyrimidine-5-carboxamide C(C=C)(=O)N1C[C@@H](C[C@@H]1C)N1C(=C(C2=C1N=CN=C2N)C(=O)NC(C)(C)C2=C(C=CC=C2)F)C#CC(C)C